FC1([C@@H]2[C@H](N([C@H](C1)CC2)C(=O)C=2NC1=CC=CC(=C1C2)OC)C(=O)N[C@H](/C=C\2/C(OCC2)=O)C[C@@H]2C(NCC2)=O)F (1S,3S,4S)-5,5-difluoro-2-(4-methoxy-1H-indole-2-carbonyl)-N-((S,E)-1-(2-oxodihydrofuran-3(2H)-ylidene)-3-((R)-2-oxopyrrolidin-3-yl)propan-2-yl)-2-azabicyclo[2.2.2]octane-3-carboxamide